O=C1C=CC2=C(N=C(N=C2)N[C@@H](C)C2=CC=C(C=C2)C2(CCOCC2)N2CCN(CC2)C(=O)OC2=CC=CC=C2)N1C(CC)CC Phenyl 4-(4-{4-[(1S)-1-{[7-oxo-8-(pentan-3-yl)-7,8-dihydropyrido[2,3-d]pyrimidin-2-yl]amino}ethyl]phenyl} tetrahydro-2H-pyran-4-yl)piperazine-1-carboxylate